ClC=1C=C(C=CC1C#N)N(C=1C=C(C=CC1C)C=1C(=NN(C1C)CCCCCOCC(=O)O)C)CC 2-((5-(4-(3-((3-chloro-4-cyanophenyl)(ethyl)amino)-4-methylphenyl)-3,5-dimethyl-1H-pyrazol-1-yl)pentyl)oxy)acetic acid